FC(C1=C(C=C(C=N1)C1=NC(N(C2=C(C(=CC=C12)COC)F)C)(C)C)C)F 4-(6-(difluoromethyl)-5-methylpyridin-3-yl)-8-fluoro-7-(methoxymethyl)-1,2,2-trimethyl-1,2-dihydroquinazoline